C(C1=CC=CC=C1)OC([C@H](CC(=O)O)NC(=O)OC(C)(C)C)=O (S)-4-(Benzyloxy)-3-((tert-butoxycarbonyl)amino)-4-oxobutyric acid